FC1=C(CC2=NC3=C(N2C[C@H]2OCC2)C=C(C=C3)C(=O)O)C=C(C(=C1)C1=NC(=CC=C1)OCC1=C(C=C(C=C1)C#CC1=CC=NN1C)F)F (S)-2-(2,5-difluoro-4-(6-((2-fluoro-4-((1-methyl-1H-pyrazol-5-yl)ethynyl)benzyl)oxy)pyridin-2-yl)benzyl)-1-(oxetan-2-ylmethyl)-1H-benzo[d]imidazole-6-carboxylic acid